2,2,2-trichloroethyl ((2-(2-fluoro-[1,1'-biphenyl]-4-yl)propanoyl)oxy)carbamate FC1=C(C=CC(=C1)C(C(=O)ONC(OCC(Cl)(Cl)Cl)=O)C)C1=CC=CC=C1